COC1=C(C(=CC=C1)OC)N1C(=NC(=C(C1=O)CC1=CC=C(C=C1)C1=NOC=N1)O)CCC(C)C 3-(2,6-dimethoxyphenyl)-6-hydroxy-2-(3-methylbutyl)-5-{[4-(1,2,4-oxadiazol-3-yl)phenyl]methyl}-3,4-dihydropyrimidin-4-one